N-(4-(4-amino-7-methyl-7H-pyrrolo[2,3-d]pyrimidin-5-yl)-3-methylphenyl)-3-phenylpropanamide NC=1C2=C(N=CN1)N(C=C2C2=C(C=C(C=C2)NC(CCC2=CC=CC=C2)=O)C)C